1,2-bis(p-methylphenyl) ethylene 15-((((9H-fluoren-9-yl)methoxy)carbonyl)amino)-2,3-dimethyl-4,14-dioxo-7,10-dioxa-3,13-diazaoctadecane-1,18-dioate C1=CC=CC=2C3=CC=CC=C3C(C12)COC(=O)NC(C(NCCOCCOCCC(N(C(C(=O)O)C)C)=O)=O)CCC(=O)O.CC1=CC=C(C=C1)C=CC1=CC=C(C=C1)C